Trans-3-((6-(4-(((4-cyclohexylpyrimidin-2-yl)amino)methyl)-3-methylisoxazol-5-yl)-2-methylpyridin-3-yl)carbamoyl)-2,2-difluorocyclopropane-1-carboxylic acid C1(CCCCC1)C1=NC(=NC=C1)NCC=1C(=NOC1C1=CC=C(C(=N1)C)NC(=O)[C@@H]1C([C@H]1C(=O)O)(F)F)C